5-PHENYL-3-PYRIDINYL-BORONIC ACID C1(=CC=CC=C1)C=1C=C(C=NC1)B(O)O